tert-butyl N-[(6S)-1'-(7-bromo-6-methyl-pyrazolo[1,5-a]pyrazin-4-yl)-2-methoxy-spiro[4,6-dihydrocyclopenta[d]thiazole-5,4'-piperidine]-6-yl]carbamate BrC1=C(N=C(C=2N1N=CC2)N2CCC1(CC2)[C@@H](C2=C(N=C(S2)OC)C1)NC(OC(C)(C)C)=O)C